C(CCC)[Sn](C=1N=C2O[C@@H](CN2C1)C)(CCCC)CCCC tributyl-[(2R)-2-methyl-2,3-dihydroimidazo[2,1-B]oxazol-6-yl]stannane